OC1=CC=C(C=C1)N1CC(C1)NS(=O)(=O)C1=CC=C2C=CNC2=C1 N-(1-(4-hydroxyphenyl)azetidin-3-yl)-1H-indole-6-sulfonamide